methyl 4-chloro-α-cyanocinnamate ClC1=CC=C(C=C(C(=O)OC)C#N)C=C1